NC=CC(=O)NC1=CC=C(C=C1)CC1N(CCN(CCN(CCN(C1)CC=1N(C(C=CC1)=O)O)CC=1N(C(C=CC1)=O)O)CC=1N(C(C=CC1)=O)O)CC=1N(C(C=CC1)=O)O 3-amino-N-[4-({1,4,7,10-tetrakis[(1-hydroxy-6-oxopyridin-2-yl)methyl]-1,4,7,10-tetraazacyclododecan-2-yl}methyl)phenyl]acrylamide